2-tert-Pentylcyclohexylacetat C(C)(C)(CC)C1C(CCCC1)CC(=O)[O-]